ClC1=CC=C(C=C1)[C@@]1(N(C(C2=CC(=CC(=C12)F)[C@](CC)(C1CCN(CC1)C)O)=O)CC1=NC=C(C=N1)Cl)OC[C@@H](C)O (3R)-3-(4-chlorophenyl)-2-[(5-chloropyrimidin-2-yl)methyl]-4-fluoro-6-[(1S)-1-hydroxy-1-(1-methylpiperidin-4-yl)propyl]-3-[(2R)-2-hydroxypropoxy]-2,3-dihydro-1H-isoindol-1-one